C1(CC1)CN1C(=CC2=CC=CC=C12)C1=NC2=C(N1CC1CN(C1)C(=O)C1=CC=NC=C1)C(=CC(=C2)C(=O)N2[C@@H]1CC[C@H](C2)[C@H]1N)F (1R,4R,7R)-2-{2-[1-(cyclopropylmethyl)-1H-indol-2-yl]-7-fluoro-1-{[1-(pyridine-4-carbonyl)azetidin-3-yl]methyl}-1H-1,3-benzodiazole-5-carbonyl}-2-azabicyclo[2.2.1]heptan-7-amine